BrC1=CC=2CN3C(COC2N=C1)CCCC3=O 3-bromo-9,10,10a,11-tetrahydro-5H-dipyrido[2,1-c:3',2'-f][1,4]oxazepin-7(8H)-one